NC=1C(=NC(=C(N1)F)C1=CC(=C(C=C1)N1C[C@@H](OCC1)C)CN(C)C)C=1C=C2CCNC(C2=C(C1)F)=O (S)-6-(3-amino-6-(3-((dimethylamino)methyl)-4-(2-methylmorpholino)phenyl)-5-fluoropyrazin-2-yl)-8-fluoro-3,4-dihydroisoquinolin-1(2H)-one